(Sa)-6-(1-(4-(2-(Ethylcarbamoyl)pyridin-4-yl)benzyl)-4-fluoro-1H-indol-7-carboxamido)-spiro[3.3]heptan C(C)NC(=O)C1=NC=CC(=C1)C1=CC=C(CN2C=CC3=C(C=CC(=C23)C(=O)NC2CC3(CCC3)C2)F)C=C1